N-(3-(6-((5-methylthiazol-2-yl)amino)-4-(morpholine-4-carbonyl)pyridin-2-yl)phenyl)acrylamide CC1=CN=C(S1)NC1=CC(=CC(=N1)C=1C=C(C=CC1)NC(C=C)=O)C(=O)N1CCOCC1